tris-(methoxysilyl)urea CO[SiH2]NC(N([SiH2]OC)[SiH2]OC)=O